1-ethyl-7-fluoro-4,4,9-trimethyl-8-(1-methylsulfonyl-1H-indol-4-yl)-5H-[1,2,4]triazolo[4,3-a]quinoxaline C(C)C1=NN=C2N1C1=C(C(=C(C=C1NC2(C)C)F)C2=C1C=CN(C1=CC=C2)S(=O)(=O)C)C